COC1=C(C(=O)C2=CC=C(C=C2)CC(=O)NC2=C(C=CC=C2)OC)C=CC(=C1)OC 2-(4-(2,4-dimethoxybenzoyl)phenyl)-N-(2-methoxyphenyl)acetamide